Ethyl 4-((5-methoxypyridin-2-yl) amino)-6-acetylamino-1H-indole-2-carboxylate COC=1C=CC(=NC1)NC1=C2C=C(NC2=CC(=C1)NC(C)=O)C(=O)OCC